3-(6-Cyano-4-(dimethylamino)-5-fluoropyridin-2-yl)-1-(2-methoxypyrimidin-5-yl)-1-((5-(trifluoromethyl)-1H-pyrazol-3-yl)methyl)urea C(#N)C1=C(C(=CC(=N1)NC(N(CC1=NNC(=C1)C(F)(F)F)C=1C=NC(=NC1)OC)=O)N(C)C)F